methyl 1,1-difluoro-7-phenyl-1,9a-dihydropyrido[2,1-c][1,4]thiazine-3,4-dicarboxylate FC1(SC(=C(N2C1C=CC(=C2)C2=CC=CC=C2)C(=O)[O-])C(=O)OC)F